OCCCCOC=1C=NC=CC1C#CC1=C2C=C(N=CC2=C(N=C1)NC)NC(OC(C)(C)C)=O tert-butyl (5-((3-(4-hydroxybutoxy)pyridin-4-yl)ethynyl)-8-(methylamino)-2,7-naphthyridin-3-yl)carbamate